N-methyl-4-[2-[4-(trifluoromethyl)anilino]phenyl]pyridin-2-amine CNC1=NC=CC(=C1)C1=C(C=CC=C1)NC1=CC=C(C=C1)C(F)(F)F